C(C)(C)(C)OC(=O)N1C(C2(C1)CC=CCC2)C2=C(C1=C(N=CN=C1N)N2C)C2=CC=C(C=C2)OC2=NC=CC=N2 (4-amino-7-methyl-5-(4-(pyrimidin-2-yloxy)phenyl)-7H-pyrrolo[2,3-d]pyrimidin-6-yl)-2-azaspiro[3.5]non-6-ene-2-carboxylic acid tert-butyl ester